(N-acetoacetylamino)-5-bromo-4-fluorobenzoic acid methyl ester COC(C1=C(C=C(C(=C1)Br)F)NC(CC(=O)C)=O)=O